tert-Butyl 4-(benzylcarbamoyl)piperidine-1-carboxylate C(C1=CC=CC=C1)NC(=O)C1CCN(CC1)C(=O)OC(C)(C)C